tert-butyl (3R)-3-[(3-methylthieno[3,2-c]pyridin-4-yl)-[4-(4,4,5,5-tetramethyl-1,3,2-dioxaborolan-2-yl)benzoyl]amino]piperidine-1-carboxylate CC1=CSC2=C1C(=NC=C2)N([C@H]2CN(CCC2)C(=O)OC(C)(C)C)C(C2=CC=C(C=C2)B2OC(C(O2)(C)C)(C)C)=O